2-(bromomethyl)-5-chloro-4-cyclopropylpyridine BrCC1=NC=C(C(=C1)C1CC1)Cl